4-(6-(trifluoromethyl)quinoline-2-yl)benzenesulfonamide lanthanum Calcium Manganate [Mn](=O)(=O)([O-])[O-].[Ca+2].[La+3].FC(C=1C=C2C=CC(=NC2=CC1)C1=CC=C(C=C1)S(=O)(=O)N)(F)F